COC=1C=C(C=C(C1)OC)N(C=1C=C2N=C(C=NC2=CC1)C=1C=NN(C1)C)C\C=C\C1=NC=CC(=N1)OC N-(3,5-Dimethoxyphenyl)-N-[(E)-3-(4-methoxypyrimidin-2-yl)prop-2-enyl]-3-(1-methylpyrazol-4-yl)quinoxalin-6-amine